5-amino-N3-(5-(2-(4-bromophenyl)acetylamino)pyridin-3-yl)-1-isopropyl-1H-pyrazole-3,4-dicarboxamide NC1=C(C(=NN1C(C)C)C(=O)NC=1C=NC=C(C1)NC(CC1=CC=C(C=C1)Br)=O)C(=O)N